bis(γ-aminopropyl)tetraphenyldisiloxane NCCC[Si](O[Si](C1=CC=CC=C1)(C1=CC=CC=C1)C1=CC=CC=C1)(C1=CC=CC=C1)CCCN